N1=CC=C(C=C1)C=1C(=NC2=CC=CC=C2C1)C1=CC(=CC(=C1)C1=NC2=CC=CC=C2C=C1C1=CC=NC=C1)C1=NC2=CC=CC=C2C=C1C1=CC=NC=C1 1,3,5-tris(4-pyridylquinoline-2-yl)benzene